Sodium (4-chlorophenoxy) acetate C(C)(=O)OOC1=CC=C(C=C1)Cl.[Na]